1-(5-bromo-2-pyridinyl)-2-(2,4-difluorophenyl)-1,1-difluoro-3-(1,2,4-triazol-1-yl)propan-2-ol BrC=1C=CC(=NC1)C(C(CN1N=CN=C1)(O)C1=C(C=C(C=C1)F)F)(F)F